NC=1N=NC(=CC1N1CC2CCC(C1)N2C=2C=CC(=NC2)OC2CCN(CC2)C(=O)OC(C)(C)C)C2=C(C=CC=C2)OCC2=CC=CC=C2 tert-butyl 4-((5-(3-(3-amino-6-(2-(benzyloxy)phenyl)pyridazin-4-yl)-3,8-diazabicyclo[3.2.1]octan-8-yl)pyridin-2-yl)oxy)piperidine-1-carboxylate